tert-Butyl 4-((4-(2,2-difluoroethyl)-2-(4-(methoxycarbonyl)-3-(((trifluoromethyl)sulfonyl)oxy)phenyl)piperazin-1-yl)methyl)-5-methoxy-7-methyl-1H-indole-1-carboxylate FC(CN1CC(N(CC1)CC1=C2C=CN(C2=C(C=C1OC)C)C(=O)OC(C)(C)C)C1=CC(=C(C=C1)C(=O)OC)OS(=O)(=O)C(F)(F)F)F